2-(8-((Bis(4-methoxyphenyl)(phenyl)methoxy)methyl)-2-cyclopropyl-9H-purin-9-yl)ethyl (2-cyanoethyl) diisopropylphosphoramidite C(C)(C)N(P(OCCN1C2=NC(=NC=C2N=C1COC(C1=CC=CC=C1)(C1=CC=C(C=C1)OC)C1=CC=C(C=C1)OC)C1CC1)OCCC#N)C(C)C